6-amino-2-(3,5-dichloro-4-((4-methyl-2-(2-methylcyclohexyl)quinolin-6-yl)oxy)phenyl)-1,2,4-triazine-3,5(2H,4H)-dione NC=1C(NC(N(N1)C1=CC(=C(C(=C1)Cl)OC=1C=C2C(=CC(=NC2=CC1)C1C(CCCC1)C)C)Cl)=O)=O